bromoguanine BrNC=1NC(C=2NC=NC2N1)=O